P(=O)(OC1=CC2=CC=C(C(=C2C=C1)C#C)F)(O)O 5-ethynyl-6-Fluoronaphthalen-2-yl dihydrogen phosphate